2,3-dihydroimidazo[2,1-b]oxazole O1C=2N(CC1)C=CN2